FC(OCC1(CCC2(OCCO2)CC1)C#N)F 8-(difluoromethoxymethyl)-1,4-dioxa-8-spiro[4.5]decanecarbonitrile